C(CCCCC)OCOCCCC(CC(CC(CC(CC(CC(CCCCl)C)C)C)C)C)C 17-chloro-4,6,8,10,12,14-hexamethylheptadecyl hexyloxymethyl ether